ClC1=CC=C(C=C1)S(=O)(=O)N1C(=C(C2=CC=CC=C12)S1C(=CC=C1)C#N)C1=CN=CS1 1-((4-Chlorophenyl)sulfonyl-2-(thiazol-5-yl)-1H-indol-3-yl)thiophene-2-carbonitrile